C1(CC1)C1=C(C=CC(=C1)OC1=C(C=CC=C1)F)[N+](=O)[O-] 2-cyclopropyl-4-(2-fluorophenoxy)-1-nitrobenzene